C(C)(C)(C)OC(=O)N[C@@H](C)C(=O)N([C@@H](CC(C)C)C(=O)OC)C methyl N-((t-butoxycarbonyl)-L-alanyl)-N-methyl-L-leucinate